FC1=C(C(=O)C2=NNC3=NC=C(C=C32)C3=CC=C(C(=O)O)C=C3)C=CC(=C1S(=O)(=O)C)F 4-[3-[2,4-difluoro-3-(methylsulfonyl)benzoyl]-1H-pyrazolo[3,4-b]pyridin-5-yl]benzoic acid